COC(=O)C1=C(C=NC=C1)NC[C@H]1CCOC2=C1C=CC(=C2)SC2=C(C=CC=C2)C 3-({[(4S)-7-[(2-methylphenyl)thio]-3,4-dihydro-2H-1-benzopyran-4-yl]methyl}amino)pyridine-4-carboxylic acid methyl ester